C(CCCCCCCCCCCCCCCCC)N1C(=C(C(C2=CC=CC=C12)=O)OC(=O)C(C)(C)C)C1=CC=CC=C1 N-octadecyl-2-phenyl-3-t-butylcarbonyloxy-quinolin-4-one